FC=1C(=NC=C(C1)F)N1C(N(C=2C=NC=3C=C(C(=CC3C21)C=2C=NN(C2)C)OC)C)=O 1-(3,5-Difluoropyridin-2-yl)-7-methoxy-3-methyl-8-(1-methyl-1H-pyrazol-4-yl)-1,3-dihydroimidazo[4,5-c]quinolin-2-one